3,5-dimethylbenzyl-sulfonate CC=1C=C(CS(=O)(=O)[O-])C=C(C1)C